FC1CN(CCC1NC1=CC=CC2=C1SC(=C2CC(F)(F)F)C#CCNC2=CC=C(C=1CCOC12)P(C)(C)=O)C (7-((3-(7-(((Z)-3-fluoro-1-methylpiperidin-4-yl)amino)-3-(2,2,2-trifluoroethyl)benzo[b]thiophen-2-yl)prop-2-yn-1-yl)amino)-2,3-dihydrobenzofuran-4-yl)dimethylphosphine oxide